6-methyl-2-phenyl-4H-pyrrolo[2,3-d]thiazole-5-carboxylic acid CC1=C(NC=2N=C(SC21)C2=CC=CC=C2)C(=O)O